CN(C(=O)N1CC2(C1)CNCCC2)C N,N-dimethyl-2,6-diazaspiro[3.5]nonane-2-carboxamide